1'-((5-(3,4,5-trimethoxyphenyl)-1,3,4-oxadiazol-2-yl)methyl)spiro[chromane-2,4'-piperidin]-4-one COC=1C=C(C=C(C1OC)OC)C1=NN=C(O1)CN1CCC2(CC1)OC1=CC=CC=C1C(C2)=O